3,3,3-trifluoropropylboronic acid FC(CCB(O)O)(F)F